[Br-].[Br-].C[N+]12CCC[N+](CC1)(CC2)C 1,5-dimethyl-1,5-diazoniabicyclo(3.2.2)nonane dibromide